C(#N)C1(CC1)C=1C=C(C(=O)NC(C)C2=NC=CN=C2C2=NC=C(C=C2)OCC(F)(F)F)C=C(C1)C(F)(F)F 3-(1-cyanocyclopropyl)-N-[1-[3-[5-(2,2,2-trifluoroethoxy)-2-pyridyl]pyrazin-2-yl]ethyl]-5-(trifluoromethyl)benzamide